2-(o-tolyl)propionitrile C1(=C(C=CC=C1)C(C#N)C)C